N-((1R,4R)-4-((4-((5-cyclopropyl-1H-pyrazol-3-yl)amino)pyrimidin-2-yl)(methyl)amino)cyclohexyl)-3-(methylsulfonyl)benzamide C1(CC1)C1=CC(=NN1)NC1=NC(=NC=C1)N(C1CCC(CC1)NC(C1=CC(=CC=C1)S(=O)(=O)C)=O)C